methyl 5-(6-fluorobenzo[d]oxazol-2-yl)-2-(1H-indazol-1-yl)isonicotinate FC1=CC2=C(N=C(O2)C2=CN=C(C=C2C(=O)OC)N2N=CC3=CC=CC=C23)C=C1